The molecule is a dihydropyridine that is 1,4-dihydropyridine substituted by methyl groups at positions 2 and 6, a 3-nitrophenyl group at position 4, a ethoxycarbonyl group at position 3 and a methoxycarbonyl group at position 5. It is a calcium-channel blocker used in the treatment of hypertension. It has a role as a calcium channel blocker, an antihypertensive agent and a vasodilator agent. It is a C-nitro compound, a dihydropyridine, an ethyl ester, a diester, a member of dicarboxylic acids and O-substituted derivatives and a methyl ester. CCOC(=O)C1=C(NC(=C(C1C2=CC(=CC=C2)[N+](=O)[O-])C(=O)OC)C)C